tert-butyl (R)-3-((6-((4-chloro-2-fluorobenzyl)oxy)pyridin-2-yl)amino)pyrrolidine-1-carboxylate ClC1=CC(=C(COC2=CC=CC(=N2)N[C@H]2CN(CC2)C(=O)OC(C)(C)C)C=C1)F